1-[3-[(2S)-oxolan-2-ylmethoxy]pyridin-4-yl]methanamine O1[C@@H](CCC1)COC=1C=NC=CC1CN